methyl (S)-2-(2,6-dichlorobenzamido)-3-(5-hydroxyquinolin-8-yl)propanoate ClC1=C(C(=O)N[C@H](C(=O)OC)CC=2C=CC(=C3C=CC=NC23)O)C(=CC=C1)Cl